COS(=O)(=O)[O-].CN1C=[N+](C=C1)C 1,3-Dimethylimidazolium methylsulfat